(2R)-3,3,3-trifluoro-2-[[[5-fluoro-2-[1-[(2-fluorophenyl)methyl]-5-(1,2-oxazol-3-yl)pyrazol-3-yl]pyrimidin-4-yl]amino]methyl]-2-hydroxypropanamide FC([C@@](C(=O)N)(O)CNC1=NC(=NC=C1F)C1=NN(C(=C1)C1=NOC=C1)CC1=C(C=CC=C1)F)(F)F